Octamethyl-cyclotetrasilazane C[Si]1(N[Si](N[Si](N[Si](N1)(C)C)(C)C)(C)C)C